2-(2,6-dioxopiperidin-3-yl)-5-[[(2S,4R)-1-methyl-4-(piperidin-4-yloxy)pyrrolidin-2-yl]methoxy]isoindole-1,3-dione O=C1NC(CCC1N1C(C2=CC=C(C=C2C1=O)OC[C@H]1N(C[C@@H](C1)OC1CCNCC1)C)=O)=O